C1(CC1)C1=C(C=C(C(=C1)CN1CCC2(CN(S(N2)(=O)=O)C2=CC=C(C(=O)O)C=C2)CC1)OCC)C1=CC=C(C=C1)F 4-(8-((2-cyclopropyl-5-ethoxy-4'-fluoro-[1,1'-biphenyl]-4-yl)methyl)-2,2-dioxido-2-thia-1,3,8-triazaspiro[4.5]decan-3-yl)benzoic acid